O=C1NC(CCC1N1C(N(C2=C1C=CC(=C2)CCCCC(=O)O)C)=O)=O 5-[1-(2,6-dioxo-3-piperidyl)-3-methyl-2-oxo-benzimidazol-5-yl]Valeric acid